7-bromo-5,9-dithia-13b-azanaphtho[3,2,1-de]anthracene BrC=1C=C2SC=3C=CC=CC3N3C2=C(C1)SC=1C=CC=CC13